CN(C)[Si](C)(C)C N,N-dimethyl-trimethylsilylamine